2-methoxy-N-(2-(2-(methylthio)-6-(phenylamino)pyrimidin-4-ylamino)ethyl)nicotinamide COC1=C(C(=O)NCCNC2=NC(=NC(=C2)NC2=CC=CC=C2)SC)C=CC=N1